(3-mercaptopropyl)diethyloxy-methylsilane SCCC[Si](C)(OCC)OCC